ClC=1C=C(C=CC1F)C1=NC2=CC(=C(C=C2C(=N1)N)O)OC (3-chloro-4-fluorophenyl)-6-hydroxy-7-methoxyquinazoline-4-amine